N-(3-(5-ethyl-1,2,4-oxadiazol-3-yl)-6,7-dihydro-5H-cyclopenta[b]pyridin-7-yl)-2-methylisonicotinamide C(C)C1=NC(=NO1)C=1C=C2C(=NC1)C(CC2)NC(C2=CC(=NC=C2)C)=O